5-bromo-2-((2-chloro-5-fluorophenyl)silyl)-3-nitrobenzoic acid methyl ester COC(C1=C(C(=CC(=C1)Br)[N+](=O)[O-])[SiH2]C1=C(C=CC(=C1)F)Cl)=O